C[Si](CCOCN1N=C(C(=C1)B1OC(C(O1)(C)C)(C)C)C)(C)C trimethyl-[2-[[3-methyl-4-(4,4,5,5-tetramethyl-1,3,2-dioxaborolan-2-yl)pyrazol-1-yl]methoxy]ethyl]silane